2-(benzyloxy)-1-bromo-4-iodobenzene C(C1=CC=CC=C1)OC1=C(C=CC(=C1)I)Br